Cl.C(CC)=O 1-propanone HCl